7-[[6-(trifluoromethyl)-3-pyridinyl]methylene]-2-azaspiro[3.5]nonane-2-carboxylic acid tert-butyl ester C(C)(C)(C)OC(=O)N1CC2(C1)CCC(CC2)=CC=2C=NC(=CC2)C(F)(F)F